2-(4-(4-fluoro-3-isopropyl-2-(8-methoxy-[1,2,4]triazolo[1,5-a]pyridin-6-yl)-1H-pyrrolo[2,3-c]pyridin-5-yl)piperidin-1-yl)-N,N-dimethylacetamide FC1=C2C(=CN=C1C1CCN(CC1)CC(=O)N(C)C)NC(=C2C(C)C)C=2C=C(C=1N(C2)N=CN1)OC